OCCNC(=O)C1(CC1)C1=C(OC2=C1C=C(C=C2)OCC2=C(N=CS2)C)C N-(2-hydroxyethyl)-1-{2-methyl-5-[(4-methyl-1,3-thiazol-5-yl)methoxy]-1-benzofuran-3-yl}cyclopropane-1-carboxamide